(2R,3R,4S)-2-(6-amino-2-(hex-1-yn-1-yl)-8-(thiazol-2-yl)-9H-purin-9-yl)tetrahydrothiophene-3,4-diol NC1=C2N=C(N(C2=NC(=N1)C#CCCCC)[C@@H]1SC[C@H]([C@H]1O)O)C=1SC=CN1